ClC=1C=CC2=C(N(C[C@@H](O2)C(=O)NC23CC(C2)(C3)NC(COC3=CC(=C(C=C3)Cl)F)=O)CC3(CC3)O)C1 (2R)-6-chloro-N-{3-[2-(4-chloro-3-fluorophenoxy)acetamido]bicyclo[1.1.1]pentan-1-yl}-4-[(1-hydroxycyclopropyl)methyl]-3,4-dihydro-2H-1,4-benzoxazine-2-carboxamide